Tert-butyl (S)-(1-(2-(7-(2-bromoethoxy)-1-(cyclopropylmethyl)-1H-indol-2-yl)-1-methyl-5-oxo-1,5,7,8-tetrahydro-6H-imidazo[4,5-g]isoquinolin-6-yl)-3-fluoropropan-2-yl)carbamate BrCCOC=1C=CC=C2C=C(N(C12)CC1CC1)C1=NC=2C(=CC=3CCN(C(C3C2)=O)C[C@@H](CF)NC(OC(C)(C)C)=O)N1C